2-chloro-4,5-difluoro-phenol ClC1=C(C=C(C(=C1)F)F)O